C[C@@H]1CC(=O)NN=C1C2=CC=C(C=C2)NN=C(C#N)C#N The molecule is a hydrazone, a pyridazinone and a nitrile. It has a role as a vasodilator agent, an EC 3.1.4.17 (3',5'-cyclic-nucleotide phosphodiesterase) inhibitor, a cardiotonic drug and an anti-arrhythmia drug.